F[B-](F)(F)F.C(CCCCCCCCCCC)N1C=[N+](C=C1)C 1-dodecyl-3-methylimidazolium tetrafluoroborate